(Z)-2-hydroxyimino-propanoic acid O\N=C(/C(=O)O)\C